C1(CCCCC1)N(C(=O)C1=CC=NN1C)C1CCCCC1 N,N-dicyclohexyl-1-methyl-1H-pyrazole-5-carboxamide